2-(benzhydrylamino)-2-oxoethyl 4-isocyanobenzoate [N+](#[C-])C1=CC=C(C(=O)OCC(=O)NC(C2=CC=CC=C2)C2=CC=CC=C2)C=C1